N1=C(C=CC=C1)NC1=NN2C(C=N1)=CC=C2 N-pyridin-2-ylpyrrolo[2,1-f][1,2,4]triazin-2-amine